Cl.Cl.CC1(CCNCC1)N1CC(CC1)O 1-(4-methyl-4-piperidinyl)-3-pyrrolidinol dihydrochloride